ClC=1N=C(C=2C(N1)=CN(N2)C)NCC2=CC=C(C=C2)C=2N(C=C(N2)C(F)(F)F)C(C)C 5-chloro-N-(4-(1-isopropyl-4-(trifluoromethyl)-1H-imidazol-2-yl)benzyl)-2-methyl-2H-pyrazolo[4,3-d]pyrimidin-7-amine